O1C(CCCC1)N1N=C(C2=CC(=CC=C12)B1OC(C(O1)(C)C)(C)C)C=C 1-tetrahydropyran-2-yl-5-(4,4,5,5-tetramethyl-1,3,2-dioxaborolan-2-yl)-3-vinyl-indazole